1-((1R,2R)-2-hydroxy-4,4-dimethyl-1,2,3,4-tetrahydronaphthalen-1-yl)-3-(5-methyl-6-(2-methylpyridin-5-yl)-2-phenylpyridin-3-yl)urea O[C@H]1[C@@H](C2=CC=CC=C2C(C1)(C)C)NC(=O)NC=1C(=NC(=C(C1)C)C=1C=CC(=NC1)C)C1=CC=CC=C1